5-(2-cyclopentyl-6,7-dihydro-5H-pyrrolo[3,4-d]pyrimidin-4-yl)-4,5,6,7-tetrahydro-thiazolo[5,4-c]pyridin-2-amine C1(CCCC1)C=1N=C(C2=C(N1)CNC2)N2CC1=C(CC2)N=C(S1)N